N,6-dimethyl-5-(4-((1-methyl-3-(3-methylureido)-1H-pyrazol-5-yl)methyl)piperazin-1-yl)picolinamide CNC(C1=NC(=C(C=C1)N1CCN(CC1)CC1=CC(=NN1C)NC(=O)NC)C)=O